(R)-2-Chloro-7-methyl-9-(4-oxaspiro[2.5]oct-7-yl)-7,9-dihydro-8H-purin-8-one ClC1=NC=C2N(C(N(C2=N1)[C@@H]1CCOC2(CC2)C1)=O)C